C(C)(C)(C)C1N(CCC=C1C1=COC2=C1C=C(C=C2F)F)C(=O)OCC2(C(C2)CC2C(C1(CC1C2)C)(C)C)C (1-methyl-2-((1,2,2-trimethylbicyclo[3.1.0]hexan-3-yl)methyl)cyclopropyl)methanol tert-Butyl-3-(5,7-difluoro-1-benzofuran-3-yl)-5,6-dihydro-2H-pyridine-1-carboxylate